N-(2-((tert-Butyldimethylsilyl)oxy)ethyl)-2-(5-((3-(cyclopropylmethyl)-2,4,5-trioxoimidazolidin-1-yl)methyl)-1,2,4-oxadiazol-3-yl)-N-(2-methoxyphenyl)acetamide [Si](C)(C)(C(C)(C)C)OCCN(C(CC1=NOC(=N1)CN1C(N(C(C1=O)=O)CC1CC1)=O)=O)C1=C(C=CC=C1)OC